3-bromo-5-(pyrrolidin-1-yl)pyridine BrC=1C=NC=C(C1)N1CCCC1